ClC1=C(C=CC=C1)C1=CC=NC2=CC(=CC=C12)O[C@H](C(=O)N1C[C@@H](CCC1)C(=O)O)C (3R)-1-[(2S)-2-[[4-(2-chlorophenyl)-7-quinolyl]oxy]propanoyl]piperidine-3-carboxylic acid